ClC1=NN=C(C2=CC(=CC=C12)N1CCOCC1)Cl 4-(1,4-dichlorophthalazin-6-yl)morpholine